6-[5-(aminomethyl)-2-oxo-1,3-oxazolidin-3-yl]-4H-pyrazino[2,3-b][1,4]oxazin-3-one NCC1CN(C(O1)=O)C1=NC2=C(OCC(N2)=O)N=C1